2-chloro-4-fluoro-3-(2-(methylamino)-[1,2,4]triazolo[4',3':1,6]pyrido[2,3-d]pyrimidin-6-yl)phenol ClC1=C(C=CC(=C1C1=CC2=C(N=C(N=C2)NC)N2C1=NN=C2)F)O